CS(=O)(=O)CCC1=CC(=NO1)C(=O)OCC ethyl 5-(2-(methylsulfonyl)ethyl)isoxazole-3-carboxylate